Cl.N[C@@H]1[C@H](C2CCC1CC2)C(=O)OCC.CNCCN(CCO)C N,N'-dimethyl-N'-(2-hydroxyethyl) ethylenediamine ethyl (1R,2S,3S,4R)-3-aminobicyclo[2.2.2]octane-2-carboxylate hydrochloride